Dimethyl 4-(methoxymethyl)-1H-pyrazole-3,5-dicarboxylate COCC=1C(=NNC1C(=O)OC)C(=O)OC